C1(=CC=C(C=C1)NC(CNC1=CC(N(C=2N(C(N(C(C21)=O)C)=O)C)C)=O)=O)C N-(p-tolyl)-2-[(1,3,8-trimethyl-2,4,7-trioxo-1,2,3,4,7,8-hexahydropyrido[2,3-d]pyrimidin-5-yl)amino]acetamide